C(C)N1N=C(C2=C1C(NCC1(CCOCC1)C2)=O)CC(COC(=O)C2=CN=CS2)(C)C Thiazole-5-carboxylic acid [3-(1-ethyl-8-oxo-spiro[6,7-dihydro-4H-pyrazolo[3,4-c]azepin-5,4'-tetrahydropyran]-3-yl)-2,2-dimethyl-propyl] ester